1-tert-butyl-3-cyclopentyl-carbodiimide C(C)(C)(C)N=C=NC1CCCC1